C(C)(C)(C)OC(=O)N1[C@H](C[C@H]([C@@H](C1)CC)O)C (2s,4r,5r)-5-ethyl-4-hydroxy-2-methylpiperidine-1-carboxylic acid tert-butyl ester